4-(3-methyl-oxetan-3-yl)phenol CC1(COC1)C1=CC=C(C=C1)O